P(=O)(OC[C@]1(O[C@H]([C@@H]([C@@H]1O)O)C1=CC=C2C(=NC=NN21)N)C#N)(OC[C@@H](CCCCCCCCCCCCCCCC)OC2=NC=C(C=C2)C#N)O ((2R,3S,4R,5S)-5-(4-aminopyrrolo[2,1-f][1,2,4]triazin-7-yl)-2-cyano-3,4-dihydroxytetrahydrofuran-2-yl)methyl ((R)-2-((5-cyanopyridin-2-yl)oxy) octadecyl) hydrogen phosphate